methyl (R,Z)-2-((R)-1-((tert-butoxycarbonyl)amino)ethyl)-6-((tert-butyldimethylsilyl)oxy)hex-4-enoate C(C)(C)(C)OC(=O)N[C@H](C)[C@H](C(=O)OC)C\C=C/CO[Si](C)(C)C(C)(C)C